(2S)-5-(carbamoylamino)-2-({[(9H-fluoren-9-yl)methoxy]carbonyl}(methyl)amino)pentanoic acid C(N)(=O)NCCC[C@@H](C(=O)O)N(C)C(=O)OCC1C2=CC=CC=C2C=2C=CC=CC12